Br.O=C(CCONC=1N=[N+](C2=C([N+]1[O-])C=CC(=C2)OC(F)(F)F)[O-])OC2CNCC2 3-((3-oxo-3-(pyrrolidin-3-yloxy)propoxy)amino)-7-trifluoromethoxy-benzo[e][1,2,4]triazine-1,4-dioxide hydrobromide